5-Amino-1-isopropyl-3-[4-[2-[[3-[(1-methylcyclobutyl)methyl]isoxazol-5-yl]amino]-2-oxo-ethyl]phenyl]pyrazole-4-carboxamide NC1=C(C(=NN1C(C)C)C1=CC=C(C=C1)CC(=O)NC1=CC(=NO1)CC1(CCC1)C)C(=O)N